[Si](C)(C)(C(C)(C)C)OC1CCC(CC1)N1N=CC(=C1C)C=1C=C(C=2N(C1)N=CC2C#N)SC2=C(C=C(C=C2)F)C#N 6-[1-[4-[tert-butyl(dimethyl)silyl]oxycyclohexyl]-5-methyl-pyrazol-4-yl]-4-(2-cyano-4-fluorophenyl)sulfanyl-pyrazolo[1,5-a]pyridine-3-carbonitrile